BrC1=C(C(=CC(=C1)F)N)N 3-bromo-5-fluoro-benzene-1,2-diamine